(E)-N1-(4-(dimethylamino)benzyl)-N8-hydroxy-2-((naphthalen-1-yloxy)methyl)-2-octenediamide CN(C1=CC=C(CNC(\C(=C\CCCCC(=O)NO)\COC2=CC=CC3=CC=CC=C23)=O)C=C1)C